N-isopropyltryptamine hydrobromide Br.C(C)(C)NCCC1=CNC2=CC=CC=C12